N1CCC2=CC(=CC=C12)NC1=NC=CC(=N1)NC1=C2CN(C(C2=CC=C1)=O)C1C(NC(CC1)=O)=O 3-(4-((2-(indolin-5-ylamino)pyrimidin-4-yl)amino)-1-oxoisoindolin-2-yl)piperidine-2,6-dione